O1C(CCCC1)N1N=C(C=2C1=NC(=CN2)N2CC1C(C1CC2)(C2=CSC=C2)CN2C(C1=CC=CC=C1C2=O)=O)C2=CC(=NC=C2)C(F)(F)F 2-((3-(1-(Tetrahydro-2H-pyran-2-yl)-3-(2-(trifluoromethyl)pyridin-4-yl)-1H-pyrazolo[3,4-b]pyrazin-6-yl)-7-(thiophen-3-yl)-3-azabicyclo[4.1.0]heptan-7-yl)methyl)isoindoline-1,3-dione